(4-bromothiazol-2-yl)-4-methoxybenzamide BrC=1N=C(SC1)C1=C(C(=O)N)C=CC(=C1)OC